C[C@@H]1CC(NCC1)C(=O)O (1r,4s)-4-methylpiperidine-2-carboxylic acid